(tetrahydro-2H-pyran-4-yl)aminonicotinic Acid O1CCC(CC1)NC1=C(C(=O)O)C=CC=N1